Trin-butyl-(2-(4-chloro-2-fluorophenyl)-2-methylbenzo[d][1,3]dioxolan-4-yl)tin C(CCC)[Sn](C1=CC=CC=2OC(OC21)(C)C2=C(C=C(C=C2)Cl)F)(CCCC)CCCC